NC#CCCC1=CC=C(C=C1)C1=N[C@@H](C=2N(C3=C1C(=C(S3)C)C)C(=NN2)C)CC(=O)OC(C)(C)C tert-butyl (R)-2-(4-(4-(4-aminobut-3-yn-1-yl)phenyl)-2,3,9-trimethyl-6H-thieno[3,2-f][1,2,4]triazolo[4,3-a][1,4]diazepin-6-yl)acetate